2-(4-methyl-piperazin-1-yl)-2-oxo-ethyl-imidazoline-2,4-dione CN1CCN(CC1)C(CN1C(NC(C1)=O)=O)=O